FC(C(=O)O)(F)F.C1(CC1)C=1C=2N(C=C(C1)NC(=O)N1CCC=3C1=NC=CC3N3CCNC1(CC1)C3)C=C(N2)C N-(8-cyclopropyl-2-methylimidazo[1,2-a]pyridin-6-yl)-4-(4,7-diazaspiro[2.5]octan-7-yl)-2,3-dihydro-1H-pyrrolo[2,3-b]pyridine-1-carboxamide 2,2,2-trifluoroacetate